NC=1C(=C(C(=CC1)F)O)F 3-Amino-2,6-difluorophenol